Tert-butyl 2-(4-bromo-2-(tert-butoxycarbonylamino)phenyl)pyrrole-1-carboxylate BrC1=CC(=C(C=C1)C=1N(C=CC1)C(=O)OC(C)(C)C)NC(=O)OC(C)(C)C